4-ethynyl-4-hydroxy-2-methyl-2-azabicyclo[3.1.0]hexan-3-one C(#C)C1(C(N(C2CC12)C)=O)O